1-({3,4-difluoro-2-[(2-fluoro-4-iodophenyl)amino]phenyl}carbonyl)-3-{[(3-fluoro-4-hydroxyphenyl)amino]methyl}azetidin-3-ol FC=1C(=C(C=CC1F)C(=O)N1CC(C1)(O)CNC1=CC(=C(C=C1)O)F)NC1=C(C=C(C=C1)I)F